(2R,4S)-4-hydroxy-1-[(2S)-2-[4-(3-hydroxy-3-phenyl-propyl)triazol-1-yl]-3,3-dimethyl-butanoyl]-N-methyl-pyrrolidine-2-carboxamide O[C@H]1C[C@@H](N(C1)C([C@H](C(C)(C)C)N1N=NC(=C1)CCC(C1=CC=CC=C1)O)=O)C(=O)NC